diethyl 2-(4-n-propyl cyclohexyl)-malonate C(CC)C1CCC(CC1)C(C(=O)OCC)C(=O)OCC